N-(3-nitro-2-pyridyl)-5-[3-(trifluoromethoxy)phenoxy]pyrazin-2-amine [N+](=O)([O-])C=1C(=NC=CC1)NC1=NC=C(N=C1)OC1=CC(=CC=C1)OC(F)(F)F